(S)-2-(2,2-dimethyl-1,3-dioxolan-4-yl)pyridin-4-amine CC1(OC[C@@H](O1)C1=NC=CC(=C1)N)C